C(#N)C1=C(C=CC(=C1)[N+](=O)[O-])NC(C=C)=O N-(2-cyano-4-nitrophenyl)acrylamide